ClC1=C(C=C2CCN(CC2=C1)C)NC=1N=NC(=C(N1)NC1=C(C=CC=C1)C#N)C(=O)N ((7-chloro-2-methyl-1,2,3,4-tetrahydroisoquinolin-6-yl)amino)-5-((2-cyanophenyl)amino)-1,2,4-triazine-6-carboxamide